3-ethyl-8-methyl-2-oxo-1,2-dihydroquinoline-7-carboxylic acid methyl ester COC(=O)C1=CC=C2C=C(C(NC2=C1C)=O)CC